C(CCCCCCCCCCCCC)(B(O)O)B(O)O tetradecanediboronic acid